COC1=CC=C(C2=C1C1=NC=CC=C1O2)P(=O)(C2=CC=CC=C2)C2=NC1=C3N=CC=CC3=CC=C1C=C2 9-methoxy-6-(phenanthrolyl(phenyl)phosphinoyl)benzofuro[3,2-b]pyridine